BrCC1=C(C#N)C=C(C=C1)C(F)(F)F 2-(bromomethyl)-5-(trifluoromethyl)benzonitrile